ClC=1C(=NC=2N(C(C(=C(N2)C(F)(F)F)C=2C=NN(C2)CC(C(F)(F)F)(F)F)=O)C1)OC 7-Chloro-8-methoxy-3-[1-(2,2,3,3,3-pentafluoropropyl)-1H-pyrazol-4-yl]-2-(trifluoromethyl)-4H-[1,3]diazino[1,2-a]pyrimidin-4-one